N-(2-chlorophenyl)-4-(6-methoxy-2-oxo-1,2-dihydrospiro[benzo[d][1,3]oxazine-4,4'-piperidin]-1'-yl)-4-oxobut-2-enamide ClC1=C(C=CC=C1)NC(C=CC(=O)N1CCC2(CC1)C1=C(NC(O2)=O)C=CC(=C1)OC)=O